FC(C1=NC(=NO1)C=1C=CC(=NC1)N1CC2N(C(C1)C2)C(=O)OC(C)(C)C)(F)F tert-butyl 3-(5-(5-(trifluoromethyl)-1,2,4-oxadiazol-3-yl)pyridin-2-yl)-3,6-diazabicyclo[3.1.1]heptane-6-carboxylate